5-((4-(4-ethylpiperazin-1-yl)phenyl)thio)-2-nitroaniline C(C)N1CCN(CC1)C1=CC=C(C=C1)SC=1C=CC(=C(N)C1)[N+](=O)[O-]